ClC1=C(C2=C([C@]3(OCC2O)C[C@@H](N(CC3)C(=O)OC(C)(C)C)C)S1)I tert-butyl (2S,4R)-2'-chloro-4'-hydroxy-3'-iodo-2-methyl-4',5'-dihydrospiro[piperidine-4,7'-thieno[2,3-c]pyran]-1-carboxylate